(3aR,6aS)-N-{(1R,6S)-2,2-difluoro-6-[4-(propan-2-yl)piperazin-1-yl]cyclohexyl}-5-(pyridin-2-yl)hexaHydropyrrolo[3,4-c]pyrrole-2(1H)-carboxamide FC1([C@@H]([C@H](CCC1)N1CCN(CC1)C(C)C)NC(=O)N1C[C@@H]2CN(C[C@@H]2C1)C1=NC=CC=C1)F